(1aR,5aR)-2-(6-Fluoro-pyridin-3-yl)-1a,2,5,5a-tetrahydro-1H-2,3-diaza-cyclopropa[a]pentalene-4-carboxylic acid (2-fluoro-1,1-dimethyl-ethyl)-amide FCC(C)(C)NC(=O)C=1C=2C[C@@H]3[C@H](C2N(N1)C=1C=NC(=CC1)F)C3